CC(CCCCCCCCC(CCCCCCCCC)N)([C@@H]1[C@H](C1)C[C@@H]1[C@@H](C1)CCCCC)C dimethyl-1-[(1S,2S)-2-{[(1R,2R)-2-pentylcyclopropyl]methyl}cyclopropyl]nonadecan-10-amine